Tri-ethyl phosphate P(=O)(OCC)(OCC)OCC